4-amino-3,5,6-trichloro-pyridine-2-carboxylic acid methyl ester COC(=O)C1=NC(=C(C(=C1Cl)N)Cl)Cl